1-({8-[(2-methylbiphenyl-3-yl)amino]-1,7-naphthyridin-3-yl}methyl)piperidine-2-carboxylic acid CC1=C(C=CC=C1NC=1N=CC=C2C=C(C=NC12)CN1C(CCCC1)C(=O)O)C1=CC=CC=C1